N1(CCCCCC1)S(=O)(=O)C=1C=C(C=C(C1)C)NC(CN1N=CC(=C(C1=O)Cl)Cl)=O N-(3-(azepan-1-ylsulfonyl)-5-methylphenyl)-2-(4,5-dichloro-6-oxopyridazin-1(6H)-yl)acetamide